CC(C)(C(C)C)C=1C(=C(C(=CC1)C)O)C (2,3-dimethylbutan-2-yl)-2,6-dimethylphenol